di-(m-trichloromethyl-phenyl)methylene(cyclopentadienyl)(2,7-dimethyl-3,6-di-tert-butylfluorenyl)zirconium dichloride [Cl-].[Cl-].ClC(C=1C=C(C=CC1)C(=[Zr+2](C1=C(C(=CC=2C3=CC(=C(C=C3CC12)C)C(C)(C)C)C(C)(C)C)C)C1C=CC=C1)C1=CC(=CC=C1)C(Cl)(Cl)Cl)(Cl)Cl